ClC1=C(C=C2C(C(NC2=C1)=O)=C(O)C1=C(C=C(C(=C1)F)OC)F)C1=CC=C(C=C1)N1CCOCC1 6-chloro-3-[(2,5-difluoro-4-methoxy-phenyl)-hydroxy-methylene]-5-(4-morpholinophenyl)indolin-2-one